5-(imidazo[1,2-a]pyridin-6-yl)-4-methoxy-N-((4r,7r)-1-oxaspiro[3.5]nonan-7-yl)-7H-pyrrolo[2,3-d]pyrimidin-2-amine N=1C=CN2C1C=CC(=C2)C2=CNC=1N=C(N=C(C12)OC)NC1CCC2(CCO2)CC1